Methacrylaminopropaneaminium C(=O)(C(=C)C)NC(CC)[NH3+]